C1(CC1)CC1=CC=2C(=NC=C(C2)C2=CC=C(CN3CC(CCC3)O)C=C2)N1 1-(4-(2-(cyclopropylmethyl)-1H-pyrrolo[2,3-b]pyridin-5-yl)benzyl)piperidin-3-ol